1-(2-((4-(5-(6-azaspiro[3.4]oct-6-yl)pyridin-3-yl)-1H-1,2,3-triazol-1-yl)methyl)imidazo[1,2-a]pyridin-6-yl)-N-((3-fluorobicyclo[1.1.1]pentan-1-yl)methyl)methylamine C1CCC12CN(CC2)C=2C=C(C=NC2)C=2N=NN(C2)CC=2N=C1N(C=C(C=C1)CNCC13CC(C1)(C3)F)C2